1-oxobutan-2-yl carbamate C(N)(OC(C=O)CC)=O